2-allyl-6-((1-methyl-1H-indazol-5-yl)amino)-1-(6-((1-(methyl-d3)piperidin-4-yl)oxy)pyridin-2-yl)-1,2-dihydro-3H-pyrazolo[3,4-d]pyrimidin-3-one C(C=C)N1N(C2=NC(=NC=C2C1=O)NC=1C=C2C=NN(C2=CC1)C)C1=NC(=CC=C1)OC1CCN(CC1)C([2H])([2H])[2H]